CC(CC/C=C(/C)\\CC/C=C(\\C)/CC/C=C(\\C)/CCC=C(C)C)CCOP(=O)([O-])[O-] The molecule is dianion of dolichyl phosphate arising from deprotonation of both phosphate OH groups. It has a role as a human metabolite. It is a conjugate base of a dolichyl phosphate.